S1(NCC=C1)=O (2H)-isothiazolone